ethyl fluoroanthrate FC1=C(C2=CC3=CC=CC=C3C=C2C=C1)C(=O)OCC